5-(4-fluorophenyl)-7-(methoxymethyl)pyrazolo[1,5-a]Pyrimidine-3-carboxylic acid FC1=CC=C(C=C1)C1=NC=2N(C(=C1)COC)N=CC2C(=O)O